FC1=CC=C(C=C1)[C@H]1[C@@H](C1)NCC[C@@H](C(=O)N1CCN(CC1)S(=O)(=O)C)NC(=O)C=1C=NC2=CC=CC=C2C1 N-((S)-4-((1R,2S)-2-(4-fluorophenyl)cyclopropylamino)-1-(4-(methylsulfonyl)piperazin-1-yl)-1-oxobutan-2-yl)quinoline-3-carboxamide